C(C)(C)(C)OC(NC(C)CCC(=O)C1=CC(=C(C=C1)F)Cl)=O (5-(3-chloro-4-fluorophenyl)-5-oxopentan-2-yl)carbamic acid t-butyl ester